(l)-3-[2-(2-chlorobenzoyl)-1,2,3,4-tetrahydroisoquinolin-5-yl]-3-(7-methoxy-1-methyl-1H-benzo[d][1,2,3]triazol-5-yl)propionic acid ethyl ester C(C)OC(CC(C1=CC2=C(N(N=N2)C)C(=C1)OC)C1=C2CCN(CC2=CC=C1)C(C1=C(C=CC=C1)Cl)=O)=O